tert-butyl N-[2-(4-{bis[(tert-butoxy)carbonyl] amino}-7-methyl-5-[4-(pyrrolidine-1-carbonyl)phenyl]-7H-pyrrolo[2,3-d]pyrimidin-6-yl)cyclopropyl]carbamate C(C)(C)(C)OC(=O)N(C=1C2=C(N=CN1)N(C(=C2C2=CC=C(C=C2)C(=O)N2CCCC2)C2C(C2)NC(OC(C)(C)C)=O)C)C(=O)OC(C)(C)C